[4-(2-Methyl-4-quinolin-3-yl-phenoxy)-piperidin-1-yl]-propan-1-one CC1=C(OC2CCN(CC2)C(CC)=O)C=CC(=C1)C=1C=NC2=CC=CC=C2C1